N-cyclohexyl-methyl-aminoethyl-amine C1(CCCCC1)N(CCN)C